COC=1C=C(C=CC1)[C@H](C1CCN(CC1)C(=O)C=1C=CC2=C(NC(CO2)=O)C1)C1=CC=CC=C1 |o1:8| 6-[4-[(R or S)-(3-Methoxyphenyl)-phenyl-methyl]piperidine-1-carbonyl]-4H-1,4-benzoxazin-3-one